C1CCC2C(C1)CCCC2O decalinol